OC1=C(C(=CC=C1)C)C1=CC=C(N=N1)N1[C@@H]2[C@H](OCC1)CCN(C2)C(C)=O 1-[(4aS,8aR)-4-[6-(2-hydroxy-6-methyl-phenyl)pyridazin-3-yl]-3,4a,5,7,8,8a-hexahydro-2H-pyrido[4,3-b][1,4]oxazin-6-yl]ethanone